FC1=C(C=CC=2NC=NC21)I 4-fluoro-5-iodo-1H-1,3-benzodiazole